7-(4-(piperidin-1-yl)phenyl)benzo[c][1,2,5]thiadiazole-4-carbaldehyde N1(CCCCC1)C1=CC=C(C=C1)C1=CC=C(C=2C1=NSN2)C=O